C(C)(C)(C)ON=O tertbutylnitrite